4-[3-methyl-4-(trifluoromethyl)phenyl]sulfonylmorpholin CC=1C=C(C=CC1C(F)(F)F)S(=O)(=O)N1CCOCC1